BrBBr Dibromoborane